(E)-ethyl 6-methyl-2-thioxo-4-(4-(3-o-tolylacryloyloxy)phenyl)-1,2,3,4-tetrahydropyrimidine-5-carboxylate CC1=C(C(NC(N1)=S)C1=CC=C(C=C1)OC(\C=C\C1=C(C=CC=C1)C)=O)C(=O)OCC